1-benzyl-2-Methylimidazolium iodine [I+].C(C1=CC=CC=C1)N1C(=[NH+]C=C1)C